ClC1=C(C=CC2=C1C=C(O2)C(=O)O)N2CCN(CC2)CC2=C(C=CC=C2)F 4-chloro-5-[4-(2-fluoro-benzyl)-piperazin-1-yl]-benzofuran-2-carboxylic acid